(R)-4-methoxy-6-(1-(1-(1-(vinylsulfonyl)pyrrolidine-3-carbonyl)piperidin-4-yl)-1H-pyrazol-4-yl)pyrazolo[1,5-a]pyridine-3-carbonitrile COC=1C=2N(C=C(C1)C=1C=NN(C1)C1CCN(CC1)C(=O)[C@H]1CN(CC1)S(=O)(=O)C=C)N=CC2C#N